FC(C1=NC(=NO1)C1=CC=C(C=C1)C(C)O)(F)F 1-[4-[5-(trifluoromethyl)-1,2,4-oxadiazol-3-yl]phenyl]ethanol